cis-7-(((2-methoxyethyl)amino)methyl)-3-(3-(3-methyl-1-(4-methyl-4H-1,2,4-triazol-3-yl)cyclobutyl)phenyl)-9-(trifluoromethyl)-4H-pyrido[1,2-a]pyrimidin-4-one COCCNCC=1C=C(C=2N(C(C(=CN2)C2=CC(=CC=C2)C2(CC(C2)C)C2=NN=CN2C)=O)C1)C(F)(F)F